S1C2(SCC1)CCC1=CC=C(C=C12)C(=O)OC methyl 2,3-dihydrospiro[indene-1,2'-[1,3]dithiolane]-6-carboxylate